C(C)C1=C(C=CC=C1)N1C(NC(CC1)=O)=O 1-(2-ethylphenyl)dihydropyrimidine-2,4(1H,3H)-dione